C(C)(C)(C)OC(NCC1CC(C1)=O)=O ((1s,3s)-(3-oxocyclobutyl)methyl)carbamic acid tertiary Butyl ester